C(CCCCCCCCCCCC)NNC(=O)C=1C(N(C2=CC=CC=C2C1O)CC)=O N'-tridecyl-1-ethyl-4-hydroxy-2-oxo-1,2-dihydroquinoline-3-carbohydrazide